Carbon Format C(=O)[O-].[C+4].C(=O)[O-].C(=O)[O-].C(=O)[O-]